1-(2,3-dichlorophenyl)-piperazine ClC1=C(C=CC=C1Cl)N1CCNCC1